C1(CC1)C1=C(C=C(C=N1)C1=CC(=C2C(=N1)N=C(N2)C=2N=CC(=NC2)N2CCC(CC2)C(=O)O)N(CC)CC2(CCCC2)COCC)C(F)(F)F 1-(5-{5-[6-cyclopropyl-5-(trifluoromethyl)pyridin-3-yl]-7-[{[1-(ethoxymethyl)cyclopentyl]methyl}(ethyl)amino]-1H-imidazo[4,5-b]pyridin-2-yl}pyrazin-2-yl)piperidine-4-carboxylic acid